C1(CC(C(CC1)C(C)C)C(=O)OC(CCC(=O)O)CCCCC)C 4-(menthylcarbonyloxy)nonanoic acid